trimethyl-benzyl-ammonium 2,6-difluorobenzoate FC1=C(C(=O)[O-])C(=CC=C1)F.C[N+](CC1=CC=CC=C1)(C)C